BrC1(CC=C(C=C1)C(=O)C(=O)C1=CC=CC=C1)Br 4,4-dibromobenzil